FC(C(C(F)(F)F)(O)C1=CC=C(C=C1)C1=C(C=C(C=C1)CN1[C@H](CN(CC1)CC1=CC=NC=C1)CC(=O)OC(C)C)C)(F)F isopropyl (S)-2-(1-((4'-(1,1,1,3,3,3-hexafluoro-2-hydroxypropan-2-yl)-2-methyl-[1,1'-biphenyl]-4-yl)methyl)-4-(pyridin-4-ylmethyl)piperazin-2-yl)acetate